ClC1=NC=2N(C(=C1)N1CC(C1)(C)C#N)N=C(C2C2=CC=C(C=C2)Cl)C=2C=CC(=NC2)C#N 5-[5-chloro-3-(4-chlorophenyl)-7-(3-cyano-3-methyl-azetidin-1-yl)pyrazolo[1,5-a]pyrimidin-2-yl]pyridine-2-carbonitrile